1-isopropyl-3,3,5,7-tetramethyl-5-(o-tolyl)octahydrobenzo[c]isoxazole C(C)(C)N1OC(C2C1C(CC(C2)(C2=C(C=CC=C2)C)C)C)(C)C